3-chloro-7-(6-(1-cyclopropyl-1H-pyrazol-4-yl)-3,6-dihydro-2H-pyran-4-yl)-9-(2,4-difluorophenyl)-2-methyl-4H-pyrazino[1,2-a]pyrimidin-4-one ClC1=C(N=C2N(C1=O)C=C(N=C2C2=C(C=C(C=C2)F)F)C=2CCOC(C2)C=2C=NN(C2)C2CC2)C